O1C(C(CC2=CC=CC=C12)(O)O)(C1=CC=CC=C1)O flavantriol